C(C1=CC=CC=C1)OC(=O)NCCCC[C@H](NC(CN(CC(NCCO[C@@H]1[C@@H](O)[C@@H](O)[C@H](O)[C@H](O1)CO)=O)CC(=O)NCCO[C@@H]1[C@@H](O)[C@@H](O)[C@H](O)[C@H](O1)CO)=O)C(=O)O N6-[(benzyloxy)carbonyl]-N2-{bis[2-({2-[(α-D-mannopyranosyl)oxy]ethyl}amino)-2-oxoethyl]glycyl}-L-lysine